ClC1=CC(=C(C=C1)N1C[C@@H](CC1)N([C@H]1[C@@H](CCCC1)N)C)F trans-N1-((R)-1-(4-chloro-2-fluorophenyl)pyrrolidin-3-yl)-N1-methylcyclohexane-1,2-diamine